FC(OC1(CCC1)C(=O)N1CCC(CC1)C=1OC(=CN1)CNN1C(C2=CC=CC=C2C1=O)=O)(F)F (((2-(1-(1-(trifluoromethoxy)cyclobutane-1-carbonyl)piperidin-4-yl)oxazol-5-yl)methyl)amino)isoindoline-1,3-dione